FC=1C=C2NC(C=3N(C2=C(C1C1=C2C=CN(C2=CC(=C1)F)S(=O)(=O)C)C)C(=CN3)C)(C)C 7-fluoro-8-(6-fluoro-1-methylsulfonylindol-4-yl)-1,4,4,9-tetramethyl-5H-imidazo[1,2-a]quinoxaline